2-methylene-1,3-propanediol monoacetate C(C)(=O)OCC(CO)=C